2-[4-(4-Bromophenyl)-2H-1,2,3-triazol-5-yl]-1-methyl-2,3-dihydro-quinazolin-4-one BrC1=CC=C(C=C1)C1=NNN=C1C1N(C2=CC=CC=C2C(N1)=O)C